4',7-dichloro-6-fluoro-2'-(methylthio)-3,4,5',8'-tetrahydro-2H-spiro[naphthalene-1,7'-pyrano[4,3-d]pyrimidine] ClC=1C2=C(N=C(N1)SC)CC1(OC2)CCCC2=CC(=C(C=C21)Cl)F